2-hydroxy-4-trifluoromethyl-aniline 4-nitrophenyl-4-(dimethylamino)-2-oxoquinazoline-1(2H)-carboxylate [N+](=O)([O-])C1=CC=C(C=C1)OC(=O)N1C(N=C(C2=CC=CC=C12)N(C)C)=O.OC1=C(N)C=CC(=C1)C(F)(F)F